tert-butyl (R)-(2-(2-(((benzyloxy)carbonyl)amino)-3-(3-cyclohexyl-1H-indole-2-carboxamido)propoxy)ethyl)carbamate C(C1=CC=CC=C1)OC(=O)N[C@@H](COCCNC(OC(C)(C)C)=O)CNC(=O)C=1NC2=CC=CC=C2C1C1CCCCC1